NC1=NC=C2N(C(N(C2=N1)[C@@H]1O[C@@H]([C@H]([C@H]1O)F)CO)=O)CC1=CC(=CS1)C(=O)O 5-((2-amino-9-((2R,3S,4S,5R)-4-fluoro-3-hydroxy-5-(hydroxymethyl)tetrahydrofuran-2-yl)-8-oxo-8,9-dihydro-7H-purin-7-yl)methyl)thiophene-3-carboxylic acid